FC=1C=C2C(NN=C(C2=CC1F)[C@@H](C)N(C(=O)C=1NC=2CCCCC2C1)C)=O (R)-N-(1-(6,7-difluoro-4-oxo-3,4-dihydrophthalazin-1-yl)ethyl)-N-methyl-4,5,6,7-tetrahydro-1H-indole-2-carboxamide